N1CC(C1)CCC1=CC=C2CCCNC2=N1 7-(2-(Azetidin-3-yl)ethyl)-1,2,3,4-tetrahydro-1,8-naphthyridine